CN(C(=O)C1=NC=CC=C1)C1=CC=C(C=C1)C N-methyl-N-(p-tolyl)pyridinecarboxamide